1-{[(3R)-4-(cyanoacetyl)morpholin-3-yl]methoxy}-7-(propan-2-yloxy)isoquinoline-6-carboxamide C(#N)CC(=O)N1[C@H](COCC1)COC1=NC=CC2=CC(=C(C=C12)OC(C)C)C(=O)N